FC=1C=C(C(=C(C1)N1C(C=2N(CC1)C1=C(C2)CC(C1)(C)C)=O)C)B1OC(C(O1)(C)C)(C)C 2-(5-fluoro-2-methyl-3-(4,4,5,5-tetramethyl-1,3,2-dioxaborolan-2-yl)phenyl)-7,7-dimethyl-3,4,7,8-tetrahydro-2H-cyclopenta[4,5]pyrrolo[1,2-a]pyrazin-1(6H)-one